2-(3-(3',5'-dimethyl-1H,1'H-[4,4'-bipyrazol]-1-yl)azetidin-3-yl)acetonitrile dihydroiodic acid salt I.I.CC1=NNC(=C1C=1C=NN(C1)C1(CNC1)CC#N)C